C(#N)C1=C(OC=2C=C3C(N(C=NC3=CC2)C2=NN(C=C2)C2CCN(CC2)C(=O)OC(C)(C)C)=O)C(=CC=C1NS(=O)(=O)N1C[C@@H](CC1)F)F tert-butyl 4-{3-[6-(2-cyano-6-fluoro-3-{[(3R)-3-fluoropyrrolidin-1-ylsulfonyl]amino}phenoxy)-4-oxoquinazolin-3-yl]pyrazol-1-yl}piperidine-1-carboxylate